8-(6-methoxy-3-pyridyl)-3-methyl-1-[4-piperazin-1-yl-3-(trifluoromethyl)phenyl]imidazo[4,5-c]quinolin-2-one COC1=CC=C(C=N1)C1=CC=2C3=C(C=NC2C=C1)N(C(N3C3=CC(=C(C=C3)N3CCNCC3)C(F)(F)F)=O)C